3-(3-bromo-5-(tetrahydro-2H-pyran-4-yl)phenyl)oxetan-3-ol BrC=1C=C(C=C(C1)C1CCOCC1)C1(COC1)O